tert-butyl (E)-4-(4-(3-(4-bromophenyl)acryloyl)piperazine-1-carbonyl)piperidine-1-carboxylate BrC1=CC=C(C=C1)/C=C/C(=O)N1CCN(CC1)C(=O)C1CCN(CC1)C(=O)OC(C)(C)C